(2S,3S)-2-((R)-2-amino-3-(1H-pyrrolo[2,3-b]pyridin-3-yl)propanamido)-N,3-dimethylpentanamide N[C@@H](C(=O)N[C@H](C(=O)NC)[C@H](CC)C)CC1=CNC2=NC=CC=C21